BrC1=NN(C(=C1)NC(OC(C)(C)C)=O)CC1=CC=C(C=C1)OC tert-butyl (3-bromo-1-(4-methoxybenzyl)-1H-pyrazol-5-yl)carbamate